OCCC1CN(CCN1)C1=CC(=CC(=N1)N1CC2(C=3C=NC(=CC31)NC(C)=O)CC2)C N-(1'-(6-(3-(2-hydroxyethyl)piperazin-1-yl)-4-methylpyridin-2-yl)-1',2'-dihydrospiro[cyclopropane-1,3'-pyrrolo[3,2-c]pyridin]-6'-yl)acetamide